BrCC(=O)C1=NC(=CC(=C1)C)N1CCC(CC1)(F)F 2-bromo-1-(6-(4,4-difluoropiperidin-1-yl)-4-methylpyridin-2-yl)ethan-1-one